C(C1=CC=CC=C1)OCC(CN)(CCF)N=C(C1=CC=CC=C1)C1=CC=CC=C1 2-((benzyloxy)methyl)-2-((diphenylmethylene)amino)-4-fluorobutylamine